Cl.C(C)(C)(C)OC([C@H](C[S+](SC[C@@H](C(=O)O)N)C(C1=CC=CC=C1)(C1=CC=CC=C1)C1=CC=CC=C1)N)=O S-trityl-L-cystine tert-butyl ester hydrochloride